C1(=CC=CC=C1)S(=O)(=O)C(NC(OC(C)(C)C)=O)C1=CC=C(C=C1)Cl tert-Butyl N-[(benzenesulfonyl)(4-chlorophenyl)methyl]carbamate